ClC=1C=C(C=CC1F)C(=O)C=1C=NC(=C(C1)Cl)C(F)(F)F (3-chloro-4-fluorophenyl)(5-chloro-6-(trifluoromethyl)pyridin-3-yl)methanone